2-((1S,6R)-6-(difluoromethyl)-3-azabicyclo[4.1.0]heptan-3-yl)-N-(1-(4,4-difluoropiperidin-1-yl)-2-oxo-1,2-dihydropyridin-3-yl)-4-((N-(2-hydroxyethyl)sulfamoyl)amino)benzamide FC([C@@]12CCN(C[C@H]2C1)C1=C(C(=O)NC=2C(N(C=CC2)N2CCC(CC2)(F)F)=O)C=CC(=C1)NS(NCCO)(=O)=O)F